ClC=1C=C(C=CC1Cl)CCNCC1=C(N=C2SC=CN21)C2=CC=C(C=C2)[N+](=O)[O-] 2-(3,4-dichlorophenyl)-N-((6-(4-nitrophenyl)imidazo[2,1-b]thiazol-5-yl)methyl)ethan-1-amine